C(C)(=O)N1N=C(C(=C1C)C(=O)N(C(C(C)C)=O)C1=CC(=C(C=C1)C(C(F)(F)F)(C(F)(F)F)OC)CC(C)C)C 1-Acetyl-N-[4-(1,1,1,3,3,3-hexafluoro-2-methoxypropan-2-yl)-3-isobutylphenyl]-N-isobutyryl-3,5-dimethyl-1H-pyrazole-4-carboxamide